Ethyl 4-[5-[(1,3-dihydro-1,3-dioxo-2H-inden-2-ylidene)methyl]-2-furanyl]benzoate O=C1C(C(C2=CC=CC=C12)=O)=CC1=CC=C(O1)C1=CC=C(C(=O)OCC)C=C1